7-(1-acetyl-4-piperidinyl)-1-(cyclopropylmethyl)indole-2-carbaldehyde C(C)(=O)N1CCC(CC1)C=1C=CC=C2C=C(N(C12)CC1CC1)C=O